1,5,7-trimethyl-3-((3-phenylpyrrolidin-1-yl)carbonyl)-1,5-dihydro-4H-pyrrolo[3,2-c]pyridin-4-one CN1C=C(C=2C(N(C=C(C21)C)C)=O)C(=O)N2CC(CC2)C2=CC=CC=C2